C(#N)C=1C=CC=2C3=C(NC2C1)C=C(C(=N3)NC(C)C)C(=O)NC3CCNCC3 7-cyano(isopropylamino)-N-(piperidin-4-yl)-5H-pyrido[3,2-b]indole-3-carboxamide